NC1=C2N=CN(C2=NC(=N1)F)[C@H]1C[C@@H]([C@H](O1)C#C)O (2R-3S,5R)-5-(6-amino-2-fluoro-9H-purin-9-yl)-2-ethynyl-3-hydroxytetrahydrofuran